C(C(=C)C)(=O)OCCN[C@@H](CC(=O)N)C(=O)N methacryloxyethyl-aspartamide